O=C1NC(CCC1N1C(C2=CC=C(C=C2C1=O)OC1CC(C1)N(CC)CC1CCN(CC1)C1=CC=C(C(=O)O)C=C1)=O)=O 4-[4-[[[3-[2-(2,6-dioxo-3-piperidyl)-1,3-dioxo-isoindolin-5-yl]oxycyclobutyl]-ethyl-amino]methyl]-1-piperidyl]benzoic acid